CC=1C=C(C=C(C1N1CCN(CC1)C1CCN(CC1)C)C)C=1C=C2C(=NC1)NC=C2C2=CC=C(C=C2)S(=O)(=NC2CC2)C 5-(3,5-dimethyl-4-(4-(1-methylpiperidin-4-yl)piperazin-1-yl)phenyl)-3-(4-(N-cyclopropyl-S-methylsulphonimidoyl)phenyl)-1H-pyrrolo[2,3-b]pyridine